(3S,4S)-1-(4-(3-(butylcarbamoyl)-4-octanoylpiperazine-1-carbonyl)benzoyl)-N3,N4-bis((1S,2R)-2-phenylcyclopropyl)pyrrolidine-3,4-dicarboxamide C(CCC)NC(=O)C1CN(CCN1C(CCCCCCC)=O)C(=O)C1=CC=C(C(=O)N2C[C@H]([C@@H](C2)C(=O)N[C@@H]2[C@H](C2)C2=CC=CC=C2)C(=O)N[C@@H]2[C@H](C2)C2=CC=CC=C2)C=C1